BrC=1C=C(C(=NC1)OCCNC(C)(C)C)NS(=O)(=O)C N-(5-Bromo-2-(2-(tert-butylamino)ethoxy)pyridin-3-yl)methanesulfonamide